C1(CC1)C1=NC(=CC(=N1)C(=O)NC1=CC(=CC=C1)C1(COC1)[C@H](C1=NN=CN1C)F)C (R)-2-cyclopropyl-N-(3-(3-(fluoro(4-methyl-4H-1,2,4-triazol-3-yl)methyl)oxetan-3-yl)phenyl)-6-methylpyrimidine-4-carboxamide